O1C2=C(N(CC1)C(=O)C=1N=NC=C(C1)C1=CC=C(C=C1)F)C=CC=C2 (2,3-Dihydro-4H-benzo[b][1,4]oxazin-4-yl)(5-(4-fluorophenyl)pyridazin-3-yl)methanone